C(CCNC([C@@H](O)C(C)(C)CO)=O)(=O)[O-].[Na+].[N+](=O)([O-])C=1N=CN(C1)[C@@H]1CC[C@H](CC1)O (trans)-4-(4-nitro-1H-imidazol-1-yl)cyclohexanol sodium D-Pantothenate